C(C1=CC=CC=C1)NCCO[Si](C)(C)C(C)(C)C N-benzyl-2-(tert-Butyldimethylsilyloxy)ethylamine